COC(C(CC(C)C1=NCCC2=C1C=CS2)=C)=O 4-(6,7-Dihydrothieno[3,2-c]pyridin-4-yl)-2-Methylenepentanoic acid methyl ester